(S)-N-(2-(2-aminoethoxy)ethyl)-2-(4-(4-chlorophenyl)-2,3,9-trimethyl-6H-thieno[3,2-f][1,2,4]triazolo[4,3-a][1,4]diazepin-6-yl)acetamide NCCOCCNC(C[C@H]1C=2N(C3=C(C(=N1)C1=CC=C(C=C1)Cl)C(=C(S3)C)C)C(=NN2)C)=O